2-Tert-butyl-5-(5-(2-(2,5-difluorophenyl)pyrrolidin-1-yl)pyrazolo[1,5-a]pyrimidin-3-yl)-1,3,4-thiadiazole C(C)(C)(C)C=1SC(=NN1)C=1C=NN2C1N=C(C=C2)N2C(CCC2)C2=C(C=CC(=C2)F)F